CC1=CC=NC2=C3C=NC(=NC3=CC=C21)C(F)(F)F 4-methyl-8-(trifluoromethyl)pyrido[2,3-f]Quinazoline